CC(CCCCCCCCC)([NH-])C N-Dimethyldecylamid